2-{4-[3-bromo-4-[(2,4-difluorobenzyl)oxy]-6-methyl-2-oxopyridin-1(2H)-yl]-3,5-difluorophenoxy}acetamide BrC=1C(N(C(=CC1OCC1=C(C=C(C=C1)F)F)C)C1=C(C=C(OCC(=O)N)C=C1F)F)=O